7-Bromo-3-({[(3S)-1-(6-methylpyridin-3-yl)piperidin-3-yl][(2-methylpyridin-4-yl)methyl]amino}methyl)-1-(propan-2-yl)-1,4-dihydroquinolin-4-one BrC1=CC=C2C(C(=CN(C2=C1)C(C)C)CN(CC1=CC(=NC=C1)C)[C@@H]1CN(CCC1)C=1C=NC(=CC1)C)=O